NC1=C(C=CC=C1)CC1=C(C=CC=C1)N Bis(aminophenyl)methan